C(C)(C)NC(OCC(COC=1C=2N(N=C(C1)C=1C(NC(NC1)=O)=O)N=CN2)(F)F)=O 3-((6-(2,4-dioxo-1,2,3,4-tetrahydropyrimidin-5-yl)-[1,2,4]triazolo[1,5-b]pyridazin-8-yl)oxy)-2,2-difluoropropyl isopropylcarbamate